COC=1C(=CC2=CN(N=C2C1)[C@@H]1[C@H](CC(CC1)NC(CC)=O)C)C(=O)N 6-methoxy-2-((1s,2s)-2-methyl-4-(N-methylacetylamino)cyclohexyl)-2H-indazole-5-carboxamide